(S)-2-Amino-3-(3-(((3-((S)-2-carboxy-2-((R)-pyrrolidin-3-yl)ethyl)benzyl)(3-((R)-2-carboxy-2-((S)-pyrrolidin-3-yl)ethyl)benzyl)amino)methyl)phenyl)propanoic acid N[C@H](C(=O)O)CC1=CC(=CC=C1)CN(CC1=CC(=CC=C1)C[C@H]([C@H]1CNCC1)C(=O)O)CC1=CC(=CC=C1)C[C@@H]([C@@H]1CNCC1)C(=O)O